C(C)(C)(C)C=1C=C(C=C(C1)C)CCC(=O)OCCOCCOCCOC(CCC1=CC(=CC(=C1)C)C(C)(C)C)=O triethyleneglycol bis[3-(3-t-butyl-5-methyl-phenyl) propionate]